BrC1=NC=CC(=C1)N(C1=NC(=NC2=CC=CC(=C12)F)Cl)CC(F)F N-(2-bromopyridin-4-yl)-2-chloro-N-(2,2-difluoroethyl)-5-fluoroquinazolin-4-amine